methyl (1r,4r)-4-(3-chloroanilino)spiro[cyclohexane-1,1'-indene]-4-carboxylate ClC=1C=C(NC2(CCC3(C=CC4=CC=CC=C34)CC2)C(=O)OC)C=CC1